BrC=1C=C2C(=CN=CC2=CC1)N1C(N(C2=C(C1=O)SC(=C2)C2=C(C=C(C(=C2)OC)F)Cl)CCC#N)=O 3-(3-(6-bromoisoquinolin-4-yl)-6-(2-chloro-4-fluoro-5-methoxyphenyl)-2,4-dioxo-3,4-dihydrothieno[3,2-d]pyrimidin-1(2H)-yl)propanenitrile